OC=1C=C(CC2CN(C2)C(=O)OCC)C=C(C1[C@@H]1C=C(CC[C@H]1C(=C)C)C)O ethyl 3-(3,5-dihydroxy-4-((1R,6R)-3-methyl-6-(prop-1-en-2-yl)cyclohex-2-enyl)benzyl)azetidine-1-carboxylate